[Si](C1=CC=CC=C1)(C1=CC=CC=C1)(C(C)(C)C)OCCCN(N)C#N 1-(3-((tert-butyldiphenylsilyl)oxy)propyl)hydrazine-1-carbonitrile